(R)-N-(phenyl-(piperidin-4-yl)methyl)-4-(trifluoromethoxy)benzenesulfonamide methyl-orthocarbonate COC(O)(O)O.C1(=CC=CC=C1)[C@H](NS(=O)(=O)C1=CC=C(C=C1)OC(F)(F)F)C1CCNCC1